4-((2-(6-(4-methylpiperazin-1-carbonyl)naphth-2-yl)ethyl)amino)quinoline-6-carbonitrile dihydrochloride Cl.Cl.CN1CCN(CC1)C(=O)C=1C=C2C=CC(=CC2=CC1)CCNC1=CC=NC2=CC=C(C=C12)C#N